FC/C=C/C(=O)N1[C@@H](CN(CC1)C=1C=CC=2N=CN=C(C2N1)NC1=CC(=C(C=C1)OC1=CC2=C(N(N=N2)C)C=C1)C)C (R,E)-4-fluoro-1-(2-methyl-4-(4-((3-methyl-4-((1-methyl-1H-benzo[d][1,2,3]triazol-5-yl)oxy)phenyl)amino)pyrido[3,2-d]pyrimidin-6-yl)piperazin-1-yl)but-2-en-1-one